2-((2-((4-(4-(3-(2,4-dioxotetrahydropyrimidin-1(2H)-yl)benzyl)piperazin-1-yl)-2-methoxyphenyl)amino)-5-(trifluoromethyl)pyridin-4-yl)amino)-N-methylbenzamide O=C1N(CCC(N1)=O)C=1C=C(CN2CCN(CC2)C2=CC(=C(C=C2)NC2=NC=C(C(=C2)NC2=C(C(=O)NC)C=CC=C2)C(F)(F)F)OC)C=CC1